C(C)CC(CCCC)=O ethyl-hexanone